N-(3,3-dimethyl-2-carbonylbutyl)trifluoroacetamide CC(C(CNC(C(F)(F)F)=O)=C=O)(C)C